3-nitro-5-[2-[3-(trifluoromethyl)anilino]Thiazol-4-yl]Benzoic acid methyl ester COC(C1=CC(=CC(=C1)C=1N=C(SC1)NC1=CC(=CC=C1)C(F)(F)F)[N+](=O)[O-])=O